FC=1C=CC=C2C=C(C=NC12)C1=NC(N(C2=CC=CC=C12)C)(C)C 4-(8-fluoroquinolin-3-yl)-1,2,2-trimethyl-1,2-dihydroquinazoline